(3r,4s)-N-(4-chloro-2-fluoro-phenyl)-3-methyl-piperidin-4-amine ClC1=CC(=C(C=C1)N[C@@H]1[C@@H](CNCC1)C)F